The molecule is a 1,2-diacyl-sn-glycerol that has myristoyl and palmitoyl as 1- and 2-acyl groups respectively. It has a role as a mouse metabolite. It is a 1,2-diacyl-sn-glycerol, a tetradecanoate ester and a diacylglycerol 30:0. It derives from a hexadecanoic acid. CCCCCCCCCCCCCCCC(=O)O[C@@H](CO)COC(=O)CCCCCCCCCCCCC